1-methyl-1-(4-(methylamino)cyclohexyl)urea CN(C(=O)N)C1CCC(CC1)NC